C1(CC1)C(C)N(CCC=O)C 3-[(1-CYCLOPROPYLETHYL)(METHYL)AMINO]PROPANAL